bis(dimethylaminopropyl)-cyanoethyl-amine CN(C)CCCN(CCC#N)CCCN(C)C